methyl 1,1-dimethyl-1,3-dihydrofuro[3,4-c]pyridine-6-carboxylate CC1(OCC=2C=NC(=CC21)C(=O)OC)C